(1S)-2-[4,6-bis(difluoromethyl)-1,3,5-triazin-2-yl]-6-bromo-1-[[(3R)-tetrahydropyran-3-yl]methyl]-1,3,4,9-tetrahydropyrido[3,4-b]indole FC(C1=NC(=NC(=N1)C(F)F)N1[C@H](C=2NC3=CC=C(C=C3C2CC1)Br)C[C@@H]1COCCC1)F